2-[3-[(4-bromo-2,5-difluorophenyl)sulfamoyl]-6-chloroindol-1-yl]acetic acid BrC1=CC(=C(C=C1F)NS(=O)(=O)C1=CN(C2=CC(=CC=C12)Cl)CC(=O)O)F